ClC=1C(=CC(=C(C(=O)NC2=CC(=CC=C2)[S@@](=O)N(C(CO)=O)C)C1)OC=1C(=NC(=CC1)F)C)C(F)(F)F (R)-5-chloro-2-((6-fluoro-2-methylpyridin-3-yl)oxy)-N-(3-(N-(2-hydroxyacetyl)-S-methylamino-sulfinyl)phenyl)-4-(trifluoromethyl)benzamide